Tert-butyl 2-(1,2-dihydroxyethyl)-4-(4-fluoro-2-(trifluoromethyl) phenoxy)-5,8-dihydropyrido[3,4-d]pyrimidine-7(6H)-carboxylate OC(CO)C=1N=C(C2=C(N1)CN(CC2)C(=O)OC(C)(C)C)OC2=C(C=C(C=C2)F)C(F)(F)F